aminooxo-benzoxazepine NC=1C(NOC2=C(C1)C=CC=C2)=O